2-((1-(2-(4,4-dimethylpiperidin-1-yl)-3,6-dimethyl-4-oxo-3,4-dihydroquinazolin-8-yl)ethyl)amino)-5-fluorobenzoic acid CC1(CCN(CC1)C1=NC2=C(C=C(C=C2C(N1C)=O)C)C(C)NC1=C(C(=O)O)C=C(C=C1)F)C